(4-dimethylaminophenyl)methane CN(C1=CC=C(C=C1)C)C